[4,4'-bipyridine]-2,2'-dinitrile N1=C(C=C(C=C1)C1=CC(=NC=C1)C#N)C#N